4-isopropyl-3,5-dihydroxyl-stilbene C(C)(C)C1=C(C=C(C=C1O)C=CC1=CC=CC=C1)O